C1=NC=C2C1=CC1=CN=CC1=C2 pyrrolo[3,4-f]isoindole